CSC1=NC=C(C(=N1)C1=CN(C2=NC(=CC=C21)C#N)S(=O)(=O)C2=CC=CC=C2)C(F)(F)F 3-(2-(methylthio)-5-(trifluoromethyl)pyrimidin-4-yl)-1-(phenylsulfonyl)-1H-pyrrolo[2,3-b]pyridine-6-carbonitrile